7-(6-tert-butylpyridin-3-yl)-5-oxo-5H-[1,3]thiazolo[3,2-a]pyrimidine-6-carbonitrile C(C)(C)(C)C1=CC=C(C=N1)C=1N=C2N(C(C1C#N)=O)C=CS2